2-(4-fluorophenylethynyl)aniline FC1=CC=C(C=C1)C#CC1=C(N)C=CC=C1